2,4-dimethyl-6-phenyl-1H-pyrrolo[3,4-c]pyridine-1,3(2H)-dione CN1C(C=2C(=NC(=CC2C1=O)C1=CC=CC=C1)C)=O